ClC1=CC2=C(N=C(S2)C2CCC(N2CC)=O)C=C1 5-(6-Chlorobenzothiazol-2-yl)-1-ethylpyrrolidin-2-one